N,N-Diphenylaniline C1(=CC=CC=C1)N(C1=CC=CC=C1)C1=CC=CC=C1